Cl.C[C@H]1NCCOC1 (3R)-3-methylmorpholine hydrochloride